FC(CCNC([O-])=O)(C(C(F)(F)F)(F)F)F 3,3,4,4,5,5,5-heptafluoropentylcarbamate